C12(CCC(CC1)CC2)N2C=C(C1=C2N=CN=C1N1[C@H](CN(CC1)C(=O)OC(C)(C)C)C)N1CCCC1 tert-butyl (S)-4-(7-(bicyclo[2.2.2]octan-1-yl)-5-(pyrrolidin-1-yl)-7H-pyrrolo[2,3-d]pyrimidin-4-yl)-3-methylpiperazine-1-carboxylate